CC=1N=C(SC1)C1=C(C(C2=CC(=CC=C12)OCCOC1=CC=CC=C1)=O)C=1C=NC=CC1 3-(4-methylthiazol-yl)-6-(2-phenoxyethoxy)-2-(pyridin-3-yl)-1H-inden-1-one